2-(benzo[d]oxazol-2-ylamino)-4-(2-chlorophenyl)-6-methyl-N-(2-methylbenzo[d]thiazol-5-yl)-1,4-dihydropyrimidine-5-carboxamide O1C(=NC2=C1C=CC=C2)NC=2NC(=C(C(N2)C2=C(C=CC=C2)Cl)C(=O)NC=2C=CC1=C(N=C(S1)C)C2)C